C1CCC2=C(C=CC=C12)C1=C(C=C2C(=N1)C(=NN2)C=2C=CC(=NC2)C2CC(CC2)NC([C@H](C)O)=O)OC (2S)-N-(3-(5-(5-(2,3-dihydro-1H-inden-4-yl)-6-methoxy-1H-pyrazolo[4,3-b]pyridin-3-yl)pyridin-2-yl)cyclopentyl)-2-hydroxypropanamide